COC(C1=C(C=C(C=C1F)Cl)CNC(=O)OC(C)(C)C)=O.BrC(=CC1=C(C=CC(=C1)F)NS(=O)(=O)C)Br N-[2-(2,2-dibromovinyl)-4-fluoro-phenyl]methanesulfonamide methyl-2-(((tert-butoxycarbonyl)amino)methyl)-4-chloro-6-fluorobenzoate